6-fluoro-1H-indazol-3-yl-(4-isopropylphenyl)benzenesulfonamide FC1=CC=C2C(=NNC2=C1)C=1C(=C(C=CC1)S(=O)(=O)N)C1=CC=C(C=C1)C(C)C